ClC1=C2C[C@@H]([C@H](C2=CC(=C1)Cl)OC1=CC=CC=C1)N1CCNCC1 4-([(1S,2S)-4,6-dichloro-2-(piperazin-1-yl)-2,3-dihydro-1H-inden-1-yl]oxy)benzene